CARNITINE OC(C[N+](C)(C)C)CC([O-])=O